N-(3-chloro-5-(methylsulfonyl)phenyl)-4-(5-fluoro-3-(3-methoxypyrrolidin-1-yl)pyridin-2-yl)-5-methylthiophene-2-carboxamide ClC=1C=C(C=C(C1)S(=O)(=O)C)NC(=O)C=1SC(=C(C1)C1=NC=C(C=C1N1CC(CC1)OC)F)C